C(C)C1(N(CC2=CC=CC=C12)C1=CC=CC=C1)O 3-ethyl-3-hydroxy-2-phenyl-isoindoline